ClC1=CC=C(OC2CC(C2)C2=NOC(=N2)CN2C=NC=3N=CN(C3C2=O)C)C=C1 1-((3-((1r,3r)-3-(4-chlorophenoxy)cyclobutyl)-1,2,4-oxadiazol-5-yl)methyl)-7-methyl-1,7-dihydro-6H-purin-6-one